CC=1C(N(C=CC1)[C@H]([C@@H](C)NS(=O)(=O)C)CO[C@@H]1CC[C@@H](CC1)C1=CC=CC=C1)=O N-[(2R,3R)-3-(3-methyl-2-oxo-1,2-dihydropyridin-1-yl)-4-{[(CIS)-4-phenylcyclohexyl]oxy}butan-2-yl]methanesulfonamide